3-[1-(tert-butoxycarbonyl)pyrrolidin-2-yl]prop-2-ynoic acid C(C)(C)(C)OC(=O)N1C(CCC1)C#CC(=O)O